2-bromothieno[3,2-c]pyridine-4-amine BrC1=CC=2C(=NC=CC2S1)N